zirconium(IV) tetrakis-(neodecanoate) C(CCCCCC(C)(C)C)(=O)[O-].C(CCCCCC(C)(C)C)(=O)[O-].C(CCCCCC(C)(C)C)(=O)[O-].C(CCCCCC(C)(C)C)(=O)[O-].[Zr+4]